chloromethyl-ethanol ClCC(C)O